C(C)(C)(C)OC(=O)N1[C@@H]([C@H]2CN([C@@H](C1)CC2)CC2=CC=CC=C2)CO.FC(C21CCC(CC2)(CC1)NC(C1=CC=CC=C1)=O)(F)F N-(4-(trifluoromethyl)bicyclo[2.2.2]oct-1-yl)benzamide tert-butyl-(1r,2s,5r)-6-benzyl-2-(hydroxymethyl)-3,6-diazabicyclo[3.2.2]nonane-3-carboxylate